5-(hydroxymethyl)-2-((4-phenoxybenzoyl)glycinyl)-2-azabicyclo[3.1.0]hexane-3-carboxamide OCC12CC(N(C2C1)C(CNC(C1=CC=C(C=C1)OC1=CC=CC=C1)=O)=O)C(=O)N